4-(2-(4-(N,N-dipropylsulfamoyl)phenyl)thiazol-4-yl)butanoic acid C(CC)N(S(=O)(=O)C1=CC=C(C=C1)C=1SC=C(N1)CCCC(=O)O)CCC